N-(2-Fluoroethyl)-3-nitro-7,8-dihydro-1,6-naphthyridine-6(5H)-carboxamide FCCNC(=O)N1CC=2C=C(C=NC2CC1)[N+](=O)[O-]